NC(/C(=C/C(=O)OC)/C)=O methyl (E)-4-amino-3-methyl-4-oxobut-2-enoate